6-[2-[[4-[5-(Difluoromethyl)-1,3,4-oxadiazol-2-yl]-3-fluorophenyl]methyl]tetrazol-5-yl]quinazolin-2-amine FC(C1=NN=C(O1)C1=C(C=C(C=C1)CN1N=C(N=N1)C=1C=C2C=NC(=NC2=CC1)N)F)F